C(CCCCC(=O)O)(=O)O hexanedioic acid hydroxide